4-(2,4-Dimethyl-1,3-thiazol-5-YL)pyrimidin-2-amine CC=1SC(=C(N1)C)C1=NC(=NC=C1)N